NC=1C=2N(C(C(N1)OC)F)C(=NC2Br)[C@H]2C([C@](CC2)(C(=O)OC)C)(C)C (1S,3R)-methyl 3-(8-amino-1-bromo-5-fluoro-6-methoxy-5,6-dihydroimidazo[1,5-a]pyrazin-3-yl)-1,2,2-trimethylcyclopentanecarboxylate